(S)-5-ethyl-3-(trifluoromethyl)-5a,6,8,9-tetrahydropyrido[3',2':4,5]imidazo[1,2-a]pyrazin C(C)N1C2=C(N3[C@H]1CNCC3)N=CC(=C2)C(F)(F)F